C1=CC=CC=2C3=CC=CC=C3N(C12)C=1C=CC2=C3C1C=CC=C3C(C=3C=C(C=CC23)N2C3=CC=CC=C3C=3C=CC=CC23)=O 3,9-di(9H-carbazol-9-yl)-7H-benzo[de]anthracen-7-one